C(C)(C)(C)OC(=O)N1C(CC(CC1)(C(=O)O)O)C (tert-Butoxycarbonyl)-4-hydroxy-2-methylpiperidine-4-carboxylic acid